1-(2-(4-(2,3-dihydrobenzofuran-6-yl)-1H-imidazol-2-yl)piperidin-1-yl)-2-(methyl-thio)propan-1-one O1CCC2=C1C=C(C=C2)C=2N=C(NC2)C2N(CCCC2)C(C(C)SC)=O